FC=1C(NC(N(C1)[C@H]1C[C@@H]2OP(OC[C@H]2O1)(=O)CCC1=C(C=C(C=C1F)F)F)=O)=O 5-Fluoro-1-((4aR,6R,7aS)-2-(2,4,6-trifluorophenethyl)-2-oxo-tetrahydro-4H-furo[3,2-d][1,3,2]dioxaphosphorin-6-yl)pyrimidine-2,4(1H,3H)-dione